1-amino-5,6,7,8-tetrahydronaphthalene NC1=CC=CC=2CCCCC12